COC1=CC(=CC=C1)CS(=O)(=O)C1=CC=CC=C1 1-methoxy-3-((phenylsulfonyl)methyl)benzene